4-amino-3-nitroaminooxadiazole ammonium salt [NH4+].NC=1N(NOC1)N[N+](=O)[O-]